3-(3,4-Dimethoxyphenyl)-2,6-dimethylimidazo[1,2-b]pyridazine COC=1C=C(C=CC1OC)C1=C(N=C2N1N=C(C=C2)C)C